Cl.NC(=N)NNC(=N)N biguanidine hydrogen chloride